1-methyl-N-[4-(2-methylphenoxy)-6-(o-tolyl)-5-(1,1,2,2,2-pentafluoroethyl)pyrimidin-2-yl]pyrazole-4-sulfonamide CN1N=CC(=C1)S(=O)(=O)NC1=NC(=C(C(=N1)OC1=C(C=CC=C1)C)C(C(F)(F)F)(F)F)C1=C(C=CC=C1)C